methyl (Z)-N-((Z)-(3-(4-chlorophenyl)-4-phenyl-5,6-dihydropyridazin-1(4H)-yl)(((3-(trifluoromethyl)phenyl)sulfonyl)imino)methyl)carbamimidothioate ClC1=CC=C(C=C1)C1=NN(CCC1C1=CC=CC=C1)\C(\N/C(=N/[H])/SC)=N/S(=O)(=O)C1=CC(=CC=C1)C(F)(F)F